5,6-dibromo-1,3-dihydro-2H-indene-2-one oxime BrC=1C=C2CC(CC2=CC1Br)=NO